ClC=1C=CC=C2C(C(=C(NC12)C1=CC=CC=C1)C(C)C(C)O)=O (1-(8-chloro-4-oxo-2-phenyl-1,4-dihydroquinolin-3-yl)ethyl)ethanol